BrC1=CC2=C(N=C(S2)C(C(CNC2=NC=C(C=N2)SC)C)N)C=C1 1-(6-bromobenzo[d]thiazol-2-yl)-2-methyl-N3-(5-(methylthio)pyrimidin-2-yl)propane-1,3-diamine